COC1=CC(=NC=C1)[C@H](C)NC1=C(C(NC2=CC=CC=C12)=O)C1=NC2=C(N1)C=C(C=C2)N2CCOCC2 (S)-4-((1-(4-methoxypyridin-2-yl)ethyl)amino)-3-(6-morpholino-1H-benzo[d]imidazol-2-yl)quinolin-2(1H)-one